4-(2,6-dichloro-4-nitrophenoxy)-1-methoxy-7-methyl-6,7-dihydro-5H-cyclopenta[c]pyridine ClC1=C(OC=2C3=C(C(=NC2)OC)C(CC3)C)C(=CC(=C1)[N+](=O)[O-])Cl